COC(=O)N1[C@H]([C@H](CCC1)NS(=O)(=O)C)CC=1C=C(C=CC1)C1=CC(=CC=C1)OC.CC1=C(N)C=CC(=C1)C1=CN=CO1 2-methyl-4-(oxazol-5-yl)aniline methyl-cis-2-((3'-methoxybiphenyl-3-yl)methyl)-3-((methylsulfonyl)amino)piperidine-1-carboxylate